C(C)(C)(C)OC(CN(C(=O)OCOP(=O)(OC(C)(C)C)OC(C)(C)C)CC=1C(=NC=C(C(=O)OC(C)(C)C)C1)NC)=O tert-butyl 5-(((2-(tert-butoxy)-2-oxoethyl)((((di-tert-butoxyphosphoryl)oxy)methoxy)carbonyl)amino)methyl)-6-(methylamino)nicotinate